(R)-4-(N-(tert-Butyl)sulfamoyl)-N-(6-(2-methylmorpholino)pyridin-2-yl)-2-(6-azaspiro[2.5]octan-6-yl)benzamide C(C)(C)(C)NS(=O)(=O)C1=CC(=C(C(=O)NC2=NC(=CC=C2)N2C[C@H](OCC2)C)C=C1)N1CCC2(CC2)CC1